BrC=1C=C2C(=NC=NN2C1)N1CCC(=CC1)C1=NC=C(C=N1)C(=O)C1=CC(=C(C=C1)F)F (2-(1-(6-bromopyrrolo[2,1-f][1,2,4]triazin-4-yl)-1,2,3,6-tetrahydropyridin-4-yl)pyrimidin-5-yl)(3,4-difluorophenyl)methanone